NC1=NC=CN=C1N 2,3-Diaminopyrazine